ClC=1C=C(C=CC1)C(C#CCN1CCCCC1)C1C(OC(OC1=O)(C)C)=O 5-(1-(3-chlorophenyl)-4-(piperidin-1-yl)but-2-yn-1-yl)-2,2-dimethyl-1,3-dioxane-4,6-dione